6-[(2S)-2-aminopropyl]-4-{[(thiophen-2-yl)methyl]amino}thieno[3,2-c]pyridazine-7-carbonitrile N[C@H](CC1=C(C=2N=NC=C(C2S1)NCC=1SC=CC1)C#N)C